F[P-](F)(F)(F)(F)F.F[P-](F)(F)(F)(F)F.[Ru+2] ruthenium (II) bis(hexafluorophosphate)